lithium-strontium [Sr].[Li]